6-chloro-1-(2-ethyl-4-methyl-3-pyridinyl)-7-(2-fluorophenyl)-4-((2S)-2-methyl-4-(2-propenoyl)-1-piperazinyl)pyrido-[2,3-d]pyrimidin-2(1H)-one ClC1=CC2=C(N(C(N=C2N2[C@H](CN(CC2)C(C=C)=O)C)=O)C=2C(=NC=CC2C)CC)N=C1C1=C(C=CC=C1)F